6-((R)-1-hydroxy-2-((3aS,5S,6aR)-3a-hydroxy-5-phenoxyhexahydrocyclopenta[c]pyrrol-2(1H)-yl)ethyl)benzo[d]thiazol-2(3H)-one O[C@@H](CN1C[C@@H]2[C@](C1)(C[C@H](C2)OC2=CC=CC=C2)O)C2=CC1=C(NC(S1)=O)C=C2